2-(3,5-dibromo-4-((1-(2-(diethyl-amino)ethyl)-1H-benzo[d]imidazol-5-yl)oxy)phenyl)-3,5-dioxo-2,3,4,5-tetrahydro-1,2,4-triazine-6-carbonitrile BrC=1C=C(C=C(C1OC1=CC2=C(N(C=N2)CCN(CC)CC)C=C1)Br)N1N=C(C(NC1=O)=O)C#N